4-hydroxyphenyl-methyl-1-naphthylmethylsulfonium tetrakis(pentafluorophenyl)borate FC1=C(C(=C(C(=C1[B-](C1=C(C(=C(C(=C1F)F)F)F)F)(C1=C(C(=C(C(=C1F)F)F)F)F)C1=C(C(=C(C(=C1F)F)F)F)F)F)F)F)F.OC1=CC=C(C=C1)[S+](CC1=CC=CC2=CC=CC=C12)C